zirconium dibutoxyzirconium bis(ethylacetoacetate) C(C)CC(CC(=O)[O-])=O.C(C)CC(CC(=O)[O-])=O.C(CCC)O[Zr+2]OCCCC.[Zr+4]